1-(4-(4-(Azetidin-3-yl)piperazin-1-yl)phenyl)dihydropyrimidine-2,4(1H,3H)-dione N1CC(C1)N1CCN(CC1)C1=CC=C(C=C1)N1C(NC(CC1)=O)=O